([1,1'-biphenyl]-4-yl)-[1,1'-biphenyl]-2-amine C1(=CC=C(C=C1)C1=C(C(=CC=C1)C1=CC=CC=C1)N)C1=CC=CC=C1